[N+](=O)([O-])C=1C=CC2=C(N=C(S2)C#N)C1 5-Nitro-1,3-benzothiazole-2-carbonitrile